(S)-1-cyano-N-(5-(1-methyl-1H-indazol-5-yl)thiazol-2-yl)pyrrolidine-3-carboxamide C(#N)N1C[C@H](CC1)C(=O)NC=1SC(=CN1)C=1C=C2C=NN(C2=CC1)C